N-(4-bromo-2-cyanophenyl)-2-[(1-methyl-1H-1,2,3,4-tetrazol-5-yl)sulfanyl]-5-nitrobenzamide BrC1=CC(=C(C=C1)NC(C1=C(C=CC(=C1)[N+](=O)[O-])SC1=NN=NN1C)=O)C#N